tert-butyl 4-(5-isopropoxy-6-((1-methyl-2-carbonyl-1,2-dihydropyridin-3-yl)carbamoyl)benzo[d]thiazol-2-yl)piperazine-1-carboxylate C(C)(C)OC=1C(=CC2=C(N=C(S2)N2CCN(CC2)C(=O)OC(C)(C)C)C1)C(NC=1C(N(C=CC1)C)=C=O)=O